(benzyloxy)-1-(2,6-dichloropyridin-4-yl)cyclobutane-1-carbonitrile C(C1=CC=CC=C1)OC1C(CC1)(C#N)C1=CC(=NC(=C1)Cl)Cl